(4-formyltetrahydro-2H-pyran-4-yl)methyl 4-methylbenzenesulfonate CC1=CC=C(C=C1)S(=O)(=O)OCC1(CCOCC1)C=O